COC(=O)CCSSCCC(=O)OC Dimethyl dithiodipropionate